C(C)(=O)N1CCC(CC1)(OC)C1=CC2=C(N=CN=C2N[C@H](C)C2=C(C(=NC=C2)C(F)F)F)N(C1=O)C 6-(1-acetyl-4-methoxy-4-piperidyl)-4-[[(1R)-1-[2-(difluoromethyl)-3-fluoro-4-pyridyl]ethyl]amino]-8-methyl-pyrido-[2,3-d]pyrimidin-7-one